COC([C@H](CCC(CCC(C(=O)OC(C)(C)C)N=C(C1=CC=CC=C1)C1=CC=CC=C1)=O)NC(=O)OC(C)(C)C)=O (2S)-2-((tert-butoxycarbonyl)amino)-8-((diphenylmethylene)amino)-5-oxoazelaic acid 9-(tert-butyl) ester 1-methyl ester